4-tert-butyl-2-[2-(diphenylphosphino)phenyl]-2-oxazoline C(C)(C)(C)C1N=C(OC1)C1=C(C=CC=C1)P(C1=CC=CC=C1)C1=CC=CC=C1